COC1=CC=CC=2OC3(CCCCC3)OC(C21)=O 5-methoxy-4H-spiro[benzo[d][1,3]dioxine-2,1'-cyclohexane]-4-one